tert-butyl (1R,5S)-3-(7-bromo-6-chloro-8-fluoro-5-methoxy-2-(methylthio)quinazolin-4-yl)-3,8-diazabicyclo[3.2.1]octane-8-carboxylate BrC1=C(C(=C2C(=NC(=NC2=C1F)SC)N1C[C@H]2CC[C@@H](C1)N2C(=O)OC(C)(C)C)OC)Cl